2-[(R)-3-decanoyloxytetradecanoylamino]ethyl 6-O-benzyl-4-O-dibenzylmethylphosphono-2,3-di-[(R)-3-decanoyloxytetradecanoylamino]-2,3-dideoxy-β-D-allopyranoside C(C1=CC=CC=C1)OC[C@@H]1[C@H]([C@H]([C@H]([C@H](OCCNC(C[C@@H](CCCCCCCCCCC)OC(CCCCCCCCC)=O)=O)O1)NC(C[C@@H](CCCCCCCCCCC)OC(CCCCCCCCC)=O)=O)NC(C[C@@H](CCCCCCCCCCC)OC(CCCCCCCCC)=O)=O)OP(=O)(OC(CC1=CC=CC=C1)CC1=CC=CC=C1)O